C(C)OC1CN(C1)[C@H]1[C@@H]([C@H]2CC[C@@H]1C2)OC=2C=C1CN(C(C1=CC2)=O)C2C(NC(CC2)=O)=O 3-(5-(((1s,2r,3r,4r)-3-(3-ethoxyazetidin-1-yl)bicyclo[2.2.1]hept-2-yl)oxy)-1-oxoisoindolin-2-yl)piperidine-2,6-dione